C(CCCCCC)NC(N[C@@H](CNC(=O)C1=CC=C(C(=O)N2C[C@H]([C@@H](C2)C(=O)N[C@@H]2[C@H](C2)C2=CC=CC=C2)C(=O)N[C@@H]2[C@H](C2)C2=CC=CC=C2)C=C1)C(=O)NCCCCCC)=O (3S,4S)-1-(4-(((S)-2-(3-heptylureido)-3-(hexylamino)-3-oxopropyl)carbamoyl)benzoyl)-N3,N4-bis((1S,2R)-2-phenylcyclopropyl)pyrrolidine-3,4-dicarboxamide